CN(C1=CC=C(C=C1)[N+](=O)[O-])CCN1CCN(CC1)C methyl-[2-(4-methyl-piperazin-1-yl)-ethyl]-(4-nitro-phenyl)-amine